FC=1C(=NC=C(C1)F)CNC(=O)C1=CN=C(S1)N1CCC(CC1)N1C[C@H](CCC1)C(C)C |r| rac-N-[(3,5-difluoropyridin-2-yl)methyl]-2-(3-isopropyl-[1,4'-bipiperidine]-1'-yl)-1,3-thiazole-5-carboxamide